methyl-N-(6-(thiazol-5-yl)isoquinolin-3-yl)-[1,4'-bipiperidine]-4-carboxamide CC1N(CCC(C1)C(=O)NC=1N=CC2=CC=C(C=C2C1)C1=CN=CS1)C1CCNCC1